1-(3,3-Difluorocyclobutyl)-N-(4-(2-(((1r,4r)-4-(dimethylamino)cyclohexyl)amino)-8-isopropyl-7-oxo-7,8-dihydropyrido[2,3-d]pyrimidin-6-yl)-2-fluorophenyl)methanesulfonamide FC1(CC(C1)CS(=O)(=O)NC1=C(C=C(C=C1)C1=CC2=C(N=C(N=C2)NC2CCC(CC2)N(C)C)N(C1=O)C(C)C)F)F